2-bromo-5,6-difluorobenzonitrile BrC1=C(C#N)C(=C(C=C1)F)F